[N+](=O)([O-])C=1C=NN(C1)CC=1N(C=NC1)CC(F)(F)F 4-nitro-1-[[3-(2,2,2-trifluoroethyl)imidazol-4-yl]methyl]pyrazole